2-bromobicyclo[2.2.1]heptane BrC1C2CCC(C1)C2